N=S1(CCC(CC1)N1N=CC(=C1C)[N+](=O)[O-])=O (1s,4s)-1-imino-4-(4-nitro-5-methyl-1H-pyrazol-1-yl)-hexahydro-1λ6-thiopyran 1-oxide